(S)-1-cyano-N-(1-phenyl-1H-imidazol-4-yl)pyrrolidine-3-carboxamide tert-butyl-(4-methyl-1-(5-((3-(4-(4-oxopiperidin-1-yl)benzamido)phenyl)thio)pyrazin-2-yl)piperidin-4-yl)carbamate C(C)(C)(C)N(C(O)=O)C1(CCN(CC1)C1=NC=C(N=C1)SC1=CC(=CC=C1)NC(C1=CC=C(C=C1)N1CCC(CC1)=O)=O)C.C(#N)N1C[C@H](CC1)C(=O)NC=1N=CN(C1)C1=CC=CC=C1